methyl 1-(4-(3-(trifluoromethoxy)phenethyl)benzyl)azetidine-3-carboxylate FC(OC=1C=C(CCC2=CC=C(CN3CC(C3)C(=O)OC)C=C2)C=CC1)(F)F